6,6-dimethylbicyclo(3.1.1)hept-2-ene CC1(C2CC=CC1C2)C